CC1C(NCCC1)C1=CC2=C(OC3(CCC3)O2)C=C1 3-methyl-2-(spiro[benzo[d][1,3]dioxole-2,1'-cyclobutan]-5-yl)piperidine